(1S,4S)-N-[[4-[5-(difluoromethyl)-1,3,4-oxadiazol-2-yl]-2-fluoro-phenyl]methyl]-N-phenyl-2-thia-5-azabicyclo[2.2.1]heptan-5-carboxamide FC(C1=NN=C(O1)C1=CC(=C(C=C1)CN(C(=O)N1[C@@H]2CS[C@H](C1)C2)C2=CC=CC=C2)F)F